(E)-3,3-dimethyl-1-(2-(3-oxo-3-phenoxypropoxy)ethyl)indolin CC1(CN(C2=CC=CC=C12)CCOCCC(OC1=CC=CC=C1)=O)C